[Cu].OC=1C=CC=C2C=CC=NC12 8-hydroxyquinoline copper salt